ClC=1C=C2C(=C3C4(NC(NC13)=O)CCCCC4)OC(=C2)C(=O)N2CC(CCC2)O 5'-chloro-2'-(3-hydroxypiperidine-1-carbonyl)-7',8'-dihydro-6'H-spiro[cyclohexane-1,9'-furo[2,3-f]quinazoline]-7'-one